ClC=1C=CC2=C(CC(CC=3N2C(=NN3)C3CCN(CC3)C3=NC=CC=C3)NC(C)=O)C1 N-[8-chloro-[1-(pyridin-2-yl)piperidin-4-yl]-5,6-dihydro-4H-[1,2,4]Triazolo[4,3-a][1]Benzazepin-5-yl]Acetamide